C1(=CCCCC1)C#CC1(CCN(CC1)C(=O)OC(C)(C)C)OC tert-butyl 4-(cyclohex-1-en-1-ylethynyl)-4-methoxypiperidine-1-carboxylate